C[Na].S(=O)(=O)(O)C1=C(C=CC=C1)OC1=C(C=CC=C1)S(=O)(=O)O sulfophenyl ether-methyl-sodium salt